OC1=C(OC2=CC=CC=C2C1=O)CCC1=C(C=C(C=C1)OC)O hydroxy-2-[2-(2-hydroxy-4-methoxyphenyl)ethyl]chromone